O[C@@]1(CC[C@@H]2[C@H]3CC[C@]4([C@H]([C@@H]3CC[C@@H]2C1)[C@H]1[C@@H]([C@@H]4C(CN4N=CC(=C4)C=4OC=CN4)=O)C1)C)C 1-((2R,4aS,4bR,6aS,7S,7aS,8aR,8bR,8cR,10aR)-2-hydroxy-2,6a-dimethyloctadecahydrocyclopropa[4,5]cyclopenta[1,2-a]phenanthren-7-yl)-2-(4-(oxazol-2-yl)-1H-pyrazol-1-yl)ethan-1-one